C12(CC3CC(CC(C1)C3)C2)P(C2=CC=NN2C=2C(=NN(C2C2=CC=CC=C2)C2=CC=CC=C2)C2=CC=CC=C2)C23CC1CC(CC(C2)C1)C3 5-[bis(1-adamantyl)phosphino]-1',3',5'-triphenyl-1'H-[1,4]bipyrazole